7-(tert-butyl) 8-methyl (8S,8aS)-2-(3-(((benzyloxy) carbonyl) amino) bicyclo[1.1.1]Pentane-1-yl)-1,3-dioxohexahydroimidazo[1,5-a]Pyrazine-7,8(1H)-dicarboxylate C(C1=CC=CC=C1)OC(=O)NC12CC(C1)(C2)N2C(N1[C@@H]([C@H](N(CC1)C(=O)OC(C)(C)C)C(=O)OC)C2=O)=O